tert-Butyl 2,2-difluoro-6-[2-(3-methoxyazetidin-1-yl)-6-(methoxycarbonyl)pyridin-3-yl]-7-azaspiro[3.5]non-5-ene-7-carboxylate FC1(CC2(C1)C=C(N(CC2)C(=O)OC(C)(C)C)C=2C(=NC(=CC2)C(=O)OC)N2CC(C2)OC)F